3-bromo-1-ethyl-6-nitroquinolin-2-one BrC=1C(N(C2=CC=C(C=C2C1)[N+](=O)[O-])CC)=O